6-bromo-1-methyl-4-((4-methylpyridin-3-yl)(tetrahydro-2H-pyran-4-yl)methyl)-1,4-dihydropyrazolo[3',4':4,5]pyrrolo[3,2-b]pyridine-3-carboxylic acid Methyl ester COC(=O)C1=NN(C2=C1N(C=1C2=NC=C(C1)Br)C(C1CCOCC1)C=1C=NC=CC1C)C